C(C)(C)OC(=O)C1=C(C2=CC=CC=C2C=C1)C1C2C=CC(C1)C2 5-(isopropoxycarbonyl-naphthyl)-bicyclo[2.2.1]Hept-2-ene